(S)-2-((8-((4-cyano-2-fluorobenzyl)oxy)-3,4-dihydroisoquinolin-2(1H)-yl)methyl)-1-((oxetan-2-yl)methyl)-1H-benzo[d]imidazole-6-carboxylic acid methyl ester COC(=O)C=1C=CC2=C(N(C(=N2)CN2CC3=C(C=CC=C3CC2)OCC2=C(C=C(C=C2)C#N)F)C[C@H]2OCC2)C1